iodo-1H-indole IN1C=CC2=CC=CC=C12